(R)-1-((4-(N,N-Diethylsulfamoyl)phenyl)sulfonyl)-N-((R)-1-(3,3-dimethylbutanoyl)pyrrolidin-3-yl)piperidine-3-carboxamide C(C)N(S(=O)(=O)C1=CC=C(C=C1)S(=O)(=O)N1C[C@@H](CCC1)C(=O)N[C@H]1CN(CC1)C(CC(C)(C)C)=O)CC